(5S)-3-[2-[2-(8-chloro-4-oxo-chromen-2-yl)-5-methyl-phenoxy]ethyl]-5-isopropyl-imidazolidine-2,4-dione ClC=1C=CC=C2C(C=C(OC12)C1=C(OCCN2C(N[C@H](C2=O)C(C)C)=O)C=C(C=C1)C)=O